C(C1=CC=CC=C1)N1C[C@@H](N(CC1)C1=NC=C(N=C1Cl)C(F)(F)F)CC(=O)OCC (S)-ethyl 2-(4-benzyl-1-(3-chloro-5-(trifluoromethyl)pyrazin-2-yl)piperazin-2-yl)acetate